COC=1C=C(C=CC1C)NC(=O)C1CC=CC1 N-(3-Methoxy-4-methylphenyl)cyclopent-3-enecarboxamide